CS(=O)(=O)[N-]C=1C=C(C=NC1)C1=NC(=CC=C1)C(NC=1C(=NN(C1)C1COC1)C1=NC=CC=C1)=O.[Na+] sodium (methylsulfonyl)(6-((1-(oxetan-3-yl)-3-(pyridin-2-yl)-1H-pyrazol-4-yl)carbamoyl)-[2,3'-bipyridin]-5'-yl)amide